N1CC(C1)OC=1C=CC(=C(C(=O)N[C@H](C)C=2C3=C(SC2)C=CC=C3)C1)Cl (R)-5-(azetidin-3-yloxy)-N-(1-(benzo[b]thiophen-3-yl)ethyl)-2-chlorobenzamide